3-(2,8-diazaspiro[4.5]decan-2-yl)propyl 6-(5-(6-methylpyridin-2-yl)-1H-imidazol-4-yl)quinoline-3-carboxylate CC1=CC=CC(=N1)C1=C(N=CN1)C=1C=C2C=C(C=NC2=CC1)C(=O)OCCCN1CC2(CC1)CCNCC2